1-(benzyloxy)-3-(piperidin-4-yl)-1H-benzo[d]imidazole-2(3H)-one C(C1=CC=CC=C1)ON1C(N(C2=C1C=CC=C2)C2CCNCC2)=O